(R)-3-((1-(6-aminohexan-2-yl)-7-(4,5-dimethyl-4H-1,2,4-triazol-3-yl)-1H-benzo[d]imidazol-2-yl)carbamoyl)benzoic acid NCCCC[C@@H](C)N1C(=NC2=C1C(=CC=C2)C2=NN=C(N2C)C)NC(=O)C=2C=C(C(=O)O)C=CC2